C(CCCCCCC\C=C/C[C@H](O)CCCCCC)(=O)[O-].[Na+] sodium ricinoleate salt